2-chloro-5-methoxy-4-(3-nitrophenoxy)pyrimidine aluminum (III) n-butoxide [O-]CCCC.[Al+3].ClC1=NC=C(C(=N1)OC1=CC(=CC=C1)[N+](=O)[O-])OC.[O-]CCCC.[O-]CCCC